[Si](C)(C)(C(C)(C)C)OCC=1C=CC=C(C1NS(=O)(=O)C1=C(C=CC=C1)C)CO[Si](C)(C)C(C)(C)C 3,5-bis-(t-butyldimethylsilyloxymethyl)-l-p-tolylsulfonamidobenzene